tert-butyl ((4-(5-methoxy-1H-benzo[d][1,2,3]triazol-1-yl)piperidin-1-yl)sulfonyl)carbamate COC1=CC2=C(N(N=N2)C2CCN(CC2)S(=O)(=O)NC(OC(C)(C)C)=O)C=C1